tert-butyl (2S,4Z)-2-(hydroxymethyl)-4-(spiro[2.5]oct-6-en-6-ylmethylene)pyrrolidine-1-carboxylate OC[C@H]1N(C\C(\C1)=C/C=1CCC2(CC2)CC1)C(=O)OC(C)(C)C